ClC1=CC2=NC(=CC(=C2S1)N[C@@H]1C[C@@H](CCC1)NC(=O)C=1C=NN(C1)C)C(F)(F)F N-((1R,3S)-3-((2-chloro-5-(trifluoromethyl)thieno[3,2-b]pyridin-7-yl)amino)cyclohexyl)-1-methyl-1H-pyrazole-4-carboxamide